C(CC)C=1OC=CC1 2-propylfurane